C(C1=CC=CC=C1)(=O)OCC(CO)(C)C (3-hydroxy-2,2-dimethyl-propyl) benzoate